1-(2-fluoro-3,5-dimethylphenyl)-N-methyl-methylamine FC1=C(C=C(C=C1C)C)CNC